BrC1=C(C=C2C(=NC(=NC2=C1F)Cl)N1CC=2N(CCC1)N=C(C2Cl)C(=O)N(C)C)F 5-(7-bromo-2-chloro-6,8-difluoroquinazolin-4-yl)-3-chloro-N,N-dimethyl-5,6,7,8-tetrahydro-4H-pyrazolo[1,5-a][1,4]diazepine-2-carboxamide